CC=1C=C(C=CC1)C1C2(C3=CC=CC=C3C1)CCC1(CC2)OCCO1 2''-(3-methylphenyl)-2'',3''-dihydrodispiro[[1,3]dioxolane-2,1'-cyclohexane-4',1''-indene]